C(C)(C)(C)OC(=O)N1C[C@H]([C@@H](CC1)NC=1N=C(C(=NC1CC1=CC=C(C=C1)F)C(=O)OC)C)C methyl 5-((trans-1-(tert-butoxycarbonyl)-3-methylpiperidin-4-yl) amino)-6-(4-fluorophenylmethyl)-3-methylpyrazine-2-carboxylate